S(=O)(=O)(ON1[C@@H]2CC[C@H](N(C1=O)C2)C(NS(=O)(=O)CCC(=O)OC)=N)O (2S,5R)-2-(N-((3-methoxy-3-oxopropyl) sulfonyl) carbamimidoyl)-7-oxo-1,6-diazabicyclo[3.2.1]octan-6-yl hydrogen sulfate